CC=1N=C2C(=NC(=NC2=NC1C)N1CC(OCC1)C1=CC(NC=C1)=O)C=1C=NC(=CC1)C(F)(F)F 4-(4-(6,7-dimethyl-4-(6-(trifluoromethyl)pyridin-3-yl)pteridin-2-yl)morpholin-2-yl)pyridin-2(1H)-one